2-(2'-hydroxy-3',5'-dicumylphenyl)benzotriazoleOne OC1=C(C(C)(C)C=2C=C(C=C(C2)N2N=C3C(N2)=CC=CC3=O)C(C)(C)C3=CC=CC=C3)C=CC=C1